BrC=1C=C(C=2N(C1)N=CN2)C(=O)OC methyl 6-bromo-[1,2,4]triazolo[1,5-a]pyridine-8-carboxylate